2,4-dichlorobenzonitrile ClC1=C(C#N)C=CC(=C1)Cl